N-(2-((1R,4R)-4-formylcyclohexyl)-7-methoxyimidazo[1,2-a]pyridin-6-yl)-6-(trifluoromethyl)picolinamide C(=O)C1CCC(CC1)C=1N=C2N(C=C(C(=C2)OC)NC(C2=NC(=CC=C2)C(F)(F)F)=O)C1